chloromethyl 2-((2-ethoxyphenoxy)methyl)morpholine-4-carboxylate C(C)OC1=C(OCC2CN(CCO2)C(=O)OCCl)C=CC=C1